methyl 2-(4,4-Difluoropiperidin-1-yl)-6-methylisonicotinate FC1(CCN(CC1)C=1C=C(C(=O)OC)C=C(N1)C)F